methyl-(E)-3-(4-((7-(benzyloxy)-3-(2-ethylbenzoyl)quinolin-4-yl)oxy)-3-fluorophenyl)acrylic acid C/C(/C(=O)O)=C\C1=CC(=C(C=C1)OC1=C(C=NC2=CC(=CC=C12)OCC1=CC=CC=C1)C(C1=C(C=CC=C1)CC)=O)F